N-{trans-4-[(2,2-difluoroethyl)amino]cyclohexyl}-3-fluoro-4-(furo[3,2-c]pyridin-4-yl)benzamide FC(CN[C@@H]1CC[C@H](CC1)NC(C1=CC(=C(C=C1)C1=NC=CC2=C1C=CO2)F)=O)F